p-nitrocinnamic acid chloride [N+](=O)([O-])C1=CC=C(C=CC(=O)Cl)C=C1